3-[4-[(3S,5R)-3,5-Dimethylpiperazin-1-yl]-3,5-difluoroanilino]-5-(methylamino)-6-(3-methylimidazo[4,5-c]pyridin-7-yl)pyrazin-2-carboxamid C[C@H]1CN(C[C@H](N1)C)C1=C(C=C(NC=2C(=NC(=C(N2)NC)C=2C3=C(C=NC2)N(C=N3)C)C(=O)N)C=C1F)F